C(C)(C)OC([C@@H](NP(=O)(OC1=CC=CC=C1)Cl)C)=O (chloro(phenoxy)phosphoryl)-L-alanine isopropyl ester